3-Hydroxy-6,6-dimethyl-8-((2R,3R)-2,3,4-trihydroxy-butoxy)-6H-benzo[b]naphtho[2,3-d]furan-11-one OC=1C=CC2=C(OC3=C2C(C2=CC=C(C=C2C3(C)C)OC[C@H]([C@@H](CO)O)O)=O)C1